1-((2S,5R)-5-((5-((S)-2,2-difluorocyclopropyl)-7H-pyrrolo[2,3-d]pyrimidin-4-yl)amino)-2-methylpiperidin-1-yl)prop-2-en-1-one FC1([C@@H](C1)C1=CNC=2N=CN=C(C21)N[C@@H]2CC[C@@H](N(C2)C(C=C)=O)C)F